2-(4-(5-chloro-6-methoxynicotinoyl)piperazin-1-yl)-N-(5-(4-fluorophenoxy)pyridin-2-yl)propanamide ClC=1C(=NC=C(C(=O)N2CCN(CC2)C(C(=O)NC2=NC=C(C=C2)OC2=CC=C(C=C2)F)C)C1)OC